ClC1=CC(=C(C(=C1)C)NC(=O)C1=CC(=NN1C1=NC=C(C=C1Cl)F)OC1CSC1)C(NC1CC1)=O N-(4-chloro-2-(cyclopropylcarbamoyl)-6-methylphenyl)-1-(3-chloro-5-fluoropyridin-2-yl)-3-(thietan-3-yloxy)-1H-pyrazole-5-carboxamide